C(#N)C1=C(C=CC2=CC=CC=C12)C1=C(C=NN1C)C1=CC=C2C(NN=C(C2=C1F)CNC(OC(C)(C)C)=O)=O tert-butyl N-[[7-[5-(1-cyano-2-naphthyl)-1-methyl-pyrazol-4-yl]-8-fluoro-4-oxo-3H-phthalazin-1-yl]methyl]carbamate